N-(6-methoxy-3-nitropyridin-2-yl)benzenesulfonamide COC1=CC=C(C(=N1)NS(=O)(=O)C1=CC=CC=C1)[N+](=O)[O-]